FC1=C(C(=C(C(=C1C1=CC=C(C=C1)C=O)F)C1=CC=C(C=C1)C=O)F)C1=CC=C(C=C1)C=O 2',4',6'-Trifluoro-5'-(4-formylphenyl)-[1,1':3',1''-terphenyl]-4,4''-dicarboxaldehyde